C[N+](C)(C)CCCC[C@@H](C(=O)[O-])[NH3+] The molecule is a zwitterionic form of N(6),N(6),N(6)-trimethyl-L-lysinium cation arising from transfer of a proton from the carboxy to the amino group; major species at pH 7.3 It is a tautomer of a N(6),N(6),N(6)-trimethyl-L-lysine.